(R)-2-(8-(5-bromopyrimidin-2-yl)-6,6a,7,8,9,10-hexahydro-5H-pyrazino[1',2':4,5]pyrazino[2,3-c]pyridazin-2-yl)phenol BrC=1C=NC(=NC1)N1C[C@@H]2N(C=3C(=NN=C(C3)C3=C(C=CC=C3)O)NC2)CC1